CN(C(C1=C(C=CC=C1)N1C[C@H](CC1)OC1=NC=C(C=C1)C(F)(F)F)=O)C (S)-N,N-dimethyl-2-(3-(5-(trifluoromethyl)pyridin-2-yloxy)pyrrolidin-1-yl)benzamide